(2R,3R)-2,3-dihydroxybutanedioic acid (L-(+)-tartaric acid) salt C([C@H](O)[C@@H](O)C(=O)O)(=O)O.O[C@@H](C(=O)O)[C@H](C(=O)O)O